Methyl 3-oxo-tetrahydro-1H-pyrrolizine-7a(5H)-carboxylate O=C1CCC2(CCCN12)C(=O)OC